COC1=CC=2CC3=CC=CC=C3N(C2C=C1OCCCN1CCCC1)[C@H]1COCC1 2-methoxy-N-[(3R)-oxolan-3-yl]-3-[3-(pyrrolidin-1-yl)propoxy]acridin